FC=1C=C(CN2C3=C(C(=C(CC2=O)C(=O)OC)O)C=C(C(=C3)OC)OC)C=CC1C Methyl 1-(3-fluoro-4-methylbenzyl)-5-hydroxy-7,8-dimethoxy-2-oxo-2,3-dihydro-1H-benzo[b]azepine-4-carboxylate